COC=1C=C(C=CC1OC)C=1NC2=CC=C(C=C2C1CC(F)(F)F)C1CCN(CC1)CC(=O)NCCCN(C)C 2-(4-(2-(3,4-dimethoxyphenyl)-3-(2,2,2-trifluoroethyl)-1H-indol-5-yl)piperidin-1-yl)-N-(3-(dimethylamino)propyl)acetamide